1,2,4-triazolo[4,3-a]pyridine-8-carboxamide N=1N=CN2C1C(=CC=C2)C(=O)N